5-chloro-N-[(1S)-1-[2-(cyclopropylamino)-2-oxo-acetyl]-4,4-difluoro-pentyl]-2-[[3-(trifluoromethyl)bicyclo[1.1.1]pentane-1-carbonyl]amino]pyridine-3-carboxamide ClC=1C=C(C(=NC1)NC(=O)C12CC(C1)(C2)C(F)(F)F)C(=O)N[C@@H](CCC(C)(F)F)C(C(=O)NC2CC2)=O